7,13-dioxa-10,18,19-triazatetracyclo[12.5.2.12,6.017,20]docosa-1(19),2(22),3,5,14(21),15,17(20)-heptaen-9-one C=12C=3C=CC=C(OCC(NCCOC=4C=CC(NN1)=C2C4)=O)C3